2-[[(2S,3R)-3-amino-2-hydroxy-4-phenyl-butanoyl]amino]-3-(4-hydroxyphenyl)propanoic acid N[C@@H]([C@@H](C(=O)NC(C(=O)O)CC1=CC=C(C=C1)O)O)CC1=CC=CC=C1